tert-butyl 1-methyl-1,4,6,7-tetrahydro-5H-pyrazolo[4,3-f][1,4]oxazepine-5-carboxylate CN1N=CC=2CN(CCOC21)C(=O)OC(C)(C)C